tert-Butyl 3-(6,7-difluoro-1,2-benzothiazol-3-yl)-5,6-dihydro-2H-pyridine-1-carboxylate FC1=C(C2=C(C(=NS2)C=2CN(CCC2)C(=O)OC(C)(C)C)C=C1)F